C(C)[C@H]1OCCN(C1)CCN (R)-2-(2-ethylmorpholino)ethanamine